C(C)(C)(C)OC(=O)N[C@H]1C2(CN3N=CC=C31)CCN(CC2)C=2N=CC(=NC2)SCCC(=O)OCC(CCCC)CC 2-ethylhexyl 3-((5-((S)-4'-((tert-butoxycarbonyl)amino)-4'H,6'H-spiro[piperidine-4,5'-pyrrolo[1,2-b]pyrazol]-1-yl) pyrazin-2-yl)thio)propanoate